4-Amino-N-(5-chloro-2,3-dihydro-1H-inden-2-yl)-6-((3-fluorophenyl)amino)picolinamide hydrochloride Cl.NC1=CC(=NC(=C1)NC1=CC(=CC=C1)F)C(=O)NC1CC2=CC=C(C=C2C1)Cl